4-(5-((4-(trifluoromethyl)phenyl)amino)-1,2,3,4-tetrahydroisoquinoline-2-carbonyl)pyrimidin FC(C1=CC=C(C=C1)NC1=C2CCN(CC2=CC=C1)C(=O)C1=NC=NC=C1)(F)F